tert-butyl 2-((6-(dimethylamino)-2-(2,6-dioxopiperidin-3-yl)-1-oxoisoindolin-4-yl)oxy)acetate CN(C1=CC(=C2CN(C(C2=C1)=O)C1C(NC(CC1)=O)=O)OCC(=O)OC(C)(C)C)C